2-((2r,3s,4s)-2-(aminomethyl)-5-chloro-6-fluoro-3-methyl-2-(pyridin-2-yl)-2,3-dihydrobenzofuran-4-yl)-3-fluoro-4-methoxybenzamide NC[C@@]1(OC2=C([C@@H]1C)C(=C(C(=C2)F)Cl)C2=C(C(=O)N)C=CC(=C2F)OC)C2=NC=CC=C2